1-cyclopentyl-5-(dimethyl-1,2-oxazol-4-yl)-1H-pyrazol C1(CCCC1)N1N=CC=C1C=1C(=NOC1C)C